C1(CCCCC1)=CC1=CN(C2=NC=C(C=C21)NC(C=C)=O)C N-(3-(Cyclohexylidenemethyl)-1-methyl-1H-pyrrolo[2,3-b]pyridin-5-yl)acrylamide